4-(3,4,5-trimethoxyphenyl)benzo[d]isoxazole COC=1C=C(C=C(C1OC)OC)C1=CC=CC2=C1C=NO2